N-(2-chloro-3-(7-chloro-2,4-dioxa-1,2-dihydropteridine-3(4H)-yl)phenyl)-1-methyl-1H-pyrazole-4-carboxamide ClC1=C(C=CC=C1N1ONC2=NC(=CN=C2O1)Cl)NC(=O)C=1C=NN(C1)C